ClC(Cl)[SiH2]N1[Si](N[Si](N[Si]1(C)C)(C)C)(C)C 1-dichloromethylsilyl-2,2,4,4,6,6-hexamethylcyclotrisilazane